isooctyl mercaptan acetate C(C)(=O)O.C(CCCCC(C)C)S